2-amino-5,7-dihydro-4H-[1,3]thiazolo[4,5-e]isoindol NC=1SC2=C(C3=CNC=C3CC2)N1